7-Bromo-6-chloro-5-((4-cyclopropyl-2-((2,2-difluoroethyl)amino)but-3-yn-1-yl)oxy)-8-fluoro-2-(((2R,7aS)-2-fluorotetrahydro-1H-pyrrolizin-7a(5H)-yl)methoxy)quinazolin-4-ol BrC1=C(C(=C2C(=NC(=NC2=C1F)OC[C@]12CCCN2C[C@@H](C1)F)O)OCC(C#CC1CC1)NCC(F)F)Cl